C(CCCCCCCCCC(C)C)O isotridecan-1-ol